5-ethynyl-thiophene-2-formaldehyde C(#C)C1=CC=C(S1)C=O